3-[(3R)-3-[2-[2-fluoro-5-[(6-fluoro-4-methylsulfonyl-1H-indol-5-yl)oxy]phenyl]-1H-imidazol-5-yl]-3-methyl-2H-benzofuran-7-yl]propanoic acid FC1=C(C=C(C=C1)OC=1C(=C2C=CNC2=CC1F)S(=O)(=O)C)C=1NC(=CN1)[C@@]1(COC2=C1C=CC=C2CCC(=O)O)C